OC1=CC=C2C(=C(N=C(C2=C1)OC1CC(C1)C(=O)O)C1CCOCC1)C1=CC(=NC=C1)C 3-[[7-hydroxy-4-(2-methyl-4-pyridinyl)-3-tetrahydropyran-4-yl-1-isoquinolinyl]oxy]cyclobutanecarboxylic acid